N1CCC2N1C(=CN=C2)C(=O)N tetrahydropyrazolo[1,5-a]pyrazine-7-carboxamide